2-(5-Methyl-2-(4-(4-propionylphenoxy)butyrylamino)benzoylamino)benzoic acid CC=1C=CC(=C(C(=O)NC2=C(C(=O)O)C=CC=C2)C1)NC(CCCOC1=CC=C(C=C1)C(CC)=O)=O